ClC=1C=C(C=CC1)CCN1CC(C(C1)COC1=CC=C(C=C1)S(=O)(=O)C)(O)C 1-[2-(3-chlorophenyl)ethyl]-4-[(4-methylsulfonylphenoxy)methyl]-3-methylpyrrolidin-3-ol